cis-tert-Butyl N-[1-[(6S)-6-[1-ethyl-1H-pyrrolo[2,3-b]pyridine-5-amido]-5,6,7,8-tetrahydroquinolin-2-yl]-4-(methoxymethyl)pyrrolidin-3-yl]carbamate C(C)N1C=CC=2C1=NC=C(C2)C(=O)N[C@@H]2CC=1C=CC(=NC1CC2)N2C[C@H]([C@H](C2)COC)NC(OC(C)(C)C)=O